quinoline phosphonate P(O)(O)=O.N1=CC=CC2=CC=CC=C12